17β-hydroxy-androstan-4-en-3-one O[C@@H]1[C@]2(C)[C@@H](CC1)[C@@H]1CCC3=CC(CC[C@]3(C)[C@H]1CC2)=O